5-(2-Nitrobenzyl)-2-thioxodihydropyrimidine-4,6(1H,5H)-dione [N+](=O)([O-])C1=C(CC2C(NC(NC2=O)=S)=O)C=CC=C1